ON1C(C=2C(C1=O)=CC=CC2)=O N-oxyl-phthalimide